C(C#C)OCCOCC#C ethylene glycol bispropargyl ether